9-((1S,4S)-4-(aminomethyl)cyclohexyl)-N2-(tert-butyl)-N8-(3-(trifluoromethyl)phenyl)-8,9-dihydro-7H-purine-2,8-diamine NCC1CCC(CC1)N1C2=NC(=NC=C2NC1NC1=CC(=CC=C1)C(F)(F)F)NC(C)(C)C